O1C=NC2=C1C=CC(=C2)CNC(C)C2=NC=CC=C2F N-(benzo[d]oxazol-5-ylmethyl)-1-(3-fluoropyridin-2-yl)ethan-1-amine